N-(6-((5-bromo-2-((2-methoxy-5-methyl-4-(4-(4-methylpiperazin-1-yl)piperidin-1-yl)phenyl)Amino)pyrimidin-4-yl)amino)benzo[d][1,3]dioxol-5-yl)-N-methylmethanesulfonamide BrC=1C(=NC(=NC1)NC1=C(C=C(C(=C1)C)N1CCC(CC1)N1CCN(CC1)C)OC)NC=1C(=CC2=C(OCO2)C1)N(S(=O)(=O)C)C